C(CC)NCCN1C(=O)N(C=2N=CN(C2C1=O)C)C 1-(2-Propylaminoethyl)-3,7-dimethylxanthine